(2S)-2-({2-[4-bromo-2-(trifluoromethoxy)phenyl][1,2,4]triazolo[1,5-c]quinazolin-5-yl}amino)butanamide tert-Butyl-(6-chloro-7-fluoro-3-iodo-1H-indol-4-yl)carbamate C(C)(C)(C)N(C(O)=O)C1=C2C(=CNC2=C(C(=C1)Cl)F)I.BrC1=CC(=C(C=C1)C1=NN2C(=NC=3C=CC=CC3C2=N1)N[C@H](C(=O)N)CC)OC(F)(F)F